2-(2-((2-(3,5-dichlorophenyl)-6-((2-(4-methylpiperazin-1-yl)pyrimidin-5-yl)oxy)pyridin-4-yl)methyl)octahydrocyclopenta[c]pyrrol-5-yl)acetic acid ClC=1C=C(C=C(C1)Cl)C1=NC(=CC(=C1)CN1CC2C(C1)CC(C2)CC(=O)O)OC=2C=NC(=NC2)N2CCN(CC2)C